(rac)-6-{[3-(2,3-dichloro-6-fluorophenyl)-1-(prop-2-enoyl)pyrrolidin-3-yl]amino}-3-(oxan-4-yl)quinazolin-4-one ClC1=C(C(=CC=C1Cl)F)[C@]1(CN(CC1)C(C=C)=O)NC=1C=C2C(N(C=NC2=CC1)C1CCOCC1)=O |r|